(S)-6-(4-((4-(2-(2,6-dioxopiperidin-3-yl)-6-fluoro-1,3-dioxoisoindolin-5-yl)piperazin-1-yl)methyl)piperidin-1-yl)pyridazine-3-carboxylic acid O=C1NC(CC[C@@H]1N1C(C2=CC(=C(C=C2C1=O)N1CCN(CC1)CC1CCN(CC1)C1=CC=C(N=N1)C(=O)O)F)=O)=O